BrC=1C2=C(C=NC1)N=CN2C2CC2 7-Bromo-1-cyclopropyl-1H-imidazo[4,5-c]pyridine